C(#N)C1CC(C1)OC(=O)C1CCNCC1 piperidine-4-carboxylic acid 3-cyanocyclobutyl ester